C(C)(C)(C)OC(=O)N1CC=2N=C(N=CC2CC1)NC1=CC(=C(C=C1)[N+](=O)[O-])C.OC1=C(OC2=CC(=CC(=C2C1=O)O)O)C1=CC(=C(C=C1)O)OC 3,5,7-trihydroxy-2-(4-hydroxy-3-methoxyphenyl)chromen-4-one tert-butyl-2-[(3-methyl-4-nitrophenyl)amino]-5H,6H,7H,8H-pyrido[3,4-d]pyrimidine-7-carboxylate